NC1=C(C2=C(S1)C(=CC=C2C=2C1=C(C=3C=NC(=NC3C2Cl)OCC2(CC2)CN2CCC(CC2)=C(F)F)COC1)F)C#N 2-Amino-4-(5-chloro-3-((1-((4-(difluoromethylidene)piperidin-1-yl)methyl)cyclopropyl)methoxy)-7,9-dihydrofuro[3,4-f]quinazolin-6-yl)-7-fluorobenzo[b]thiophene-3-carbonitrile